3-(3,4,5-trimethoxyphenyl)-propionic acid COC=1C=C(C=C(C1OC)OC)CCC(=O)O